CC1=C(C=C(C=C1C(=O)O)C(=O)O)C(=O)O 2-methylbenzene-1,3,5-tricarboxylic acid